FC1(CC(CC(C1)N1C(=NC2=C1C=C(C=C2)C2=NNC=N2)C2=C(C=CC=C2)OCCO)NC(C2=NC=CC(=C2)F)=O)F N-(3,3-difluoro-5-(2-(2-(2-hydroxyethoxy)phenyl)-6-(1H-1,2,4-triazol-3-yl)-1H-benzo[d]imidazol-1-yl)cyclohexyl)-4-fluoropicolinamide